1,3-dioctylimidazolinium-2-carboxylate C(CCCCCCC)[NH+]1C(N(CC1)CCCCCCCC)C(=O)[O-]